1-(2-benzothiazolylthio)-2,5-pyrrolidinedione S1C(=NC2=C1C=CC=C2)SN2C(CCC2=O)=O